Cl.Cl.CC=1C2=C(NN1)C(CC2)N 3-Methyl-1H,4H,5H,6H-cyclopenta[c]pyrazol-6-amine dihydrochloride